(Z)-3-t-butoxycarbonylamino-4-(2,4,5-trifluorophenyl)-2-butenoic acid methyl ester COC(\C=C(\CC1=C(C=C(C(=C1)F)F)F)/NC(=O)OC(C)(C)C)=O